C(C)[C@@H](C(=O)OC)[C@@H](CCCCCCC)O Methyl (2R,3R)-2-ethyl-3-hydroxy-decanoate